(β-aminoethoxy)aniline NCCONC1=CC=CC=C1